[NH3+]CCCCCC[P+](C1=CC=CC=C1)(C1=CC=CC=C1)C1=CC=CC=C1 (Ammoniohexyl)triphenylphosphonium